(S and R)-1-[(1-{2-[(6-methoxy-2-methyl-1,2,3,4-tetrahydroisoquinolin-7-yl)amino]quinazolin-7-yl}piperidin-3-yl)methyl]pyrrolidin-2-one COC=1C=C2CCN(CC2=CC1NC1=NC2=CC(=CC=C2C=N1)N1C[C@H](CCC1)CN1C(CCC1)=O)C |r|